C(#N)C=1C(=NC(=NC1)C1CC1)N1CCC(CC1)N(S(=O)(=O)C1=CC=CC=C1)C1CC1 N-(1-(5-cyano-2-cyclopropylpyrimidin-4-yl)piperidin-4-yl)-N-cyclopropylbenzenesulfonamide